C(C)(C)(C)C=1C=C(CCC(=O)NCCCCCCNC(CCC2=CC(=C(C(=C2)C(C)(C)C)O)C(C)(C)C)=O)C=C(C1O)C(C)(C)C N,N'-hexamethylene-bis(3,5-di-t-butyl-4-hydroxyl-hydrocinnamamide)